COOCCOC β-methoxyethoxy methyl ether